BrC=1C=C2C(=NC1)N(N=C2)C 5-bromo-1-methyl-pyrazolo[3,4-b]pyridine